BrC=1C(=CC=C2C=NN(C12)C)F 7-Bromo-6-fluoro-1-methyl-1H-indazole